2-((S)-1-aminoethyl)-3-(2-(hydroxymethyl)cyclopropyl)-5-methyl-quinazolin-4(3H)-one N[C@@H](C)C1=NC2=CC=CC(=C2C(N1C1C(C1)CO)=O)C